(R)-4-chloro-3-hydroxy-butyric acid tert-butyl ester C(C)(C)(C)OC(C[C@H](CCl)O)=O